Cl.CC1=C(C(=C(S1)C)N)C trimethyl-thiophene-3-amine hydrochloride